N-(5-Chloro-6-(2H-1,2,3-triazol-2-yl)pyridin-3-yl)-1-(pyridin-3-yl)-5-(trifluoromethyl)-1H-pyrazole-4-carboxamide ClC=1C=C(C=NC1N1N=CC=N1)NC(=O)C=1C=NN(C1C(F)(F)F)C=1C=NC=CC1